(3-Bromo-1-methyl-1H-pyrazol-5-yl)propan-2-ol BrC1=NN(C(=C1)CC(C)O)C